N-(2-(4-((6-(ethoxymethyl)-9,9-dimethyl-9,10-dihydroacridin-2-yl)methyl)piperazin-1-yl)ethyl)propan-1-amine C(C)OCC=1C=C2NC=3C=CC(=CC3C(C2=CC1)(C)C)CN1CCN(CC1)CCNCCC